COC(=O)C=1C=NC(=CC1)C1=CC=C(C=C1)N(CC(C)C)C(C)=O 6-[4-[Acetyl-(isobutyl)amino]phenyl]pyridine-3-carboxylic acid methyl ester